4-(4-(4-butylpiperazin-1-yl)-[1,4'-bipiperidin]-1'-yl)-3-((4-(icosyloxy)phenyl)sulfonyl)-6-(methylsulfinyl)quinoline C(CCC)N1CCN(CC1)C1CCN(CC1)C1CCN(CC1)C1=C(C=NC2=CC=C(C=C12)S(=O)C)S(=O)(=O)C1=CC=C(C=C1)OCCCCCCCCCCCCCCCCCCCC